tert-butyl N-(2-bromo-1,3-thiazol-4-yl)carbamate BrC=1SC=C(N1)NC(OC(C)(C)C)=O